2-aminoethylmonoamide NCC[NH-]